Cl.FC1=CC(=C(C=C1)[C@@H]([C@H](C)OC([C@@H](N)C)=O)C(C)C)C L-alanine (2S,3S)-3-(4-fluoro-2-methylphenyl)-4-methylpent-2-yl ester hydrochloride